1,1-dichloro-3,3-dimethyl-1,3-disilacyclohexane Cl[Si]1(C[Si](CCC1)(C)C)Cl